6-(4-(4-isobutylpiperazin-1-yl)phenyl)-4-methyl-2-(4-(methylsulfonyl)phenyl)-4H-pyrrolo[3,2-b]pyridine C(C(C)C)N1CCN(CC1)C1=CC=C(C=C1)C=1C=C2C(N(C1)C)=CC(=N2)C2=CC=C(C=C2)S(=O)(=O)C